3-(1-oxo-4-((3-((2-(4-(4-(quinoxalin-2-yl)-1H-pyrazol-1-yl)piperidin-1-yl)pyrimidin-4-yl)amino)cyclohexyl)amino)isoindolin-2-yl)piperidine-2,6-dione O=C1N(CC2=C(C=CC=C12)NC1CC(CCC1)NC1=NC(=NC=C1)N1CCC(CC1)N1N=CC(=C1)C1=NC2=CC=CC=C2N=C1)C1C(NC(CC1)=O)=O